[(furan-2-yl)methyl]-3-methyl-2-[(2s)-2-(methylamino)propyl]thieno[3,2-b]pyridin-7-amine hydrochloride Cl.O1C(=CC=C1)CC1=CC(=C2C(=N1)C(=C(S2)C[C@H](C)NC)C)N